FC(S(=O)(=O)OC1=CC(=NC2=C(N=CC=C12)C1=CC=NN1C1OCCCC1)N1CCOCC1)(F)F morpholin-4-yl-8-[1-(tetrahydro-2H-pyran-2-yl)-1H-pyrazol-5-yl]-1,7-naphthyridin-4-yl trifluoromethanesulfonate